ClC=1C(=NC(=NC1)NC1CCOCC1)C1=CC=C2CN(C(C2=C1)=O)CC(=O)N[C@H](CO)C1=NC(=CC=C1)OCC 2-(6-{5-chloro-2-[(oxan-4-yl)amino]pyrimidin-4-yl}-1-oxo-2,3-dihydro-1H-isoindol-2-yl)-N-[(1S)-1-(6-ethoxypyridin-2-yl)-2-hydroxyethyl]acetamide